BrC1=C(N=CN1CC(=O)N1CC2(COC2)C1)C1=CC=C(C=C1)F 2-[5-Bromo-4-(4-fluorophenyl)imidazol-1-yl]-1-(2-oxa-6-azaspiro[3.3]heptan-6-yl)ethanone